C(C)(=O)C1=CC[C@H]2[C@H]3CC[C@H]4C[C@@H](CC[C@@]4([C@H]3CC[C@]12C)C)OC(CCN1CCOCC1)=O |&1:7| (3R,5S,SR,9S,10S,13S,14S)-17-acetyl-10,13-dimethyl-2,3,4,5,6,7,8,9,10,11,12,13,14,15-tetradecahydro-1H-cyclopenta[a]phenanthren-3-yl-3-morpholinopropanoate